O1COC2=C1C=CC(=C2)C2CN(CCC2)C[C@H]2COC1=C(O2)C=CC=C1 3-benzo[1,3]dioxol-5-yl-1-[(S)-1-(2,3-dihydrobenzo[1,4]dioxin-2-yl)methyl]-piperidine